CC1=NNC=C1C=1N=C(C2=C(N1)C=NC=C2)N2CCC1(CCN(C1)C[C@H](C)O)CC2 (S)-1-(8-(2-(3-methyl-1H-pyrazol-4-yl)pyrido[3,4-d]pyrimidin-4-yl)-2,8-diazaspiro[4.5]decan-2-yl)propan-2-ol